3-(5-((3-((4'-chloro-5,5-dimethyl-3,4,5,6-tetrahydro-[1,1'-biphenyl]-2-yl)methyl)-3,6-diazabicyclo[3.1.1]heptan-6-yl)methyl)-1-oxoisoindolin-2-yl)piperidine-2,6-dione ClC1=CC=C(C=C1)C1=C(CCC(C1)(C)C)CN1CC2N(C(C1)C2)CC=2C=C1CN(C(C1=CC2)=O)C2C(NC(CC2)=O)=O